OCCN1CC2(CN(C2)C(=O)C2=CC3=CC=CC(=C3C=C2)OC2=CC=C(C=C2)C(F)(F)F)C1 (6-(2-Hydroxyethyl)-2,6-diazaspiro[3.3]heptan-2-yl)(5-(4-(trifluoromethyl)phenoxy)naphthalen-2-yl)methanone